1-[2-[(2R)-3-(3,4-dihydro-1H-isoquinolin-2-yl)-2-hydroxy-propyl]-1-oxo-3,4-dihydroisoquinolin-6-yl]-N,N-dimethyl-piperidine-4-carboxamide C1N(CCC2=CC=CC=C12)C[C@H](CN1C(C2=CC=C(C=C2CC1)N1CCC(CC1)C(=O)N(C)C)=O)O